7-bromo-4-(cyclopropylethynyl)-4-(1,1-difluoroethyl)-6-fluoro-1-(4-methoxybenzyl)-3,4-dihydroquinazolin-2(1H)-one BrC1=C(C=C2C(NC(N(C2=C1)CC1=CC=C(C=C1)OC)=O)(C(C)(F)F)C#CC1CC1)F